Ethyl glycol Acetate CCOCCOC(=O)C